4-bromo-N-[1-(3,4-dichlorophenyl)-2-(dimethylamino)ethyl]benzenesulfonamide BrC1=CC=C(C=C1)S(=O)(=O)NC(CN(C)C)C1=CC(=C(C=C1)Cl)Cl